C(CCC(=O)O)(=O)O.C(CCC(=O)O)(=O)O.NC[C@H]1CN(CC1)CC1=C(OCCO)C=CC(=C1)Cl (S)-2-(2-((3-(aminomethyl)pyrrolidin-1-yl)methyl)-4-chlorophenoxy)ethan-1-ol disuccinate